C(C)(C)(C)SC(C)(C)C tertiary butyl thioether